4-(2-(5-((1R,4R,7R)-7-Amino-2-azabicyclo[2.2.1]heptan-2-carbonyl)-7-methoxy-1-methyl-1H-benzo[d]imidazol-2-yl)-1-(cyclopropylmethyl)-1H-indol-7-yl)-N-cyclopropylpiperidin-1-carboxamid N[C@H]1[C@@H]2N(C[C@H]1CC2)C(=O)C2=CC1=C(N(C(=N1)C=1N(C3=C(C=CC=C3C1)C1CCN(CC1)C(=O)NC1CC1)CC1CC1)C)C(=C2)OC